FC(CCC=1OC(=CN1)C=1C=CC(=NC1C1=CC=2N(C=C1)N=C(N2)C)C#N)(C)F 5-(2-(3,3-Difluorobutyl)oxazol-5-yl)-6-(2-methyl-[1,2,4]triazolo[1,5-a]pyridin-7-yl)picolinonitril